4-(dimethoxymethyl)-1-(4-((1R,2S,3R)-6-methoxy-3-methyl-2-phenyl-1,2,3,4-tetrahydronaphthalen-1-yl)phenyl)piperidine COC(C1CCN(CC1)C1=CC=C(C=C1)[C@H]1[C@H]([C@@H](CC2=CC(=CC=C12)OC)C)C1=CC=CC=C1)OC